C1C2(CC3=CC=CC=C13)C(CC2)NC(=O)C=2N=CSC2 N-spiro[cyclobutane-2,2'-indane]-1-yl-thiazole-4-carboxamide